3,5-dibromo-4-chlorophenyl-pyridine BrC=1C=C(C=C(C1Cl)Br)C1=NC=CC=C1